((2-((4,5-dimethylthiazol-2-yl)carbamoyl)phenyl)amino)-7-oxoheptanoic acid CC=1N=C(SC1C)NC(=O)C1=C(C=CC=C1)NC(C(=O)O)CCCCC=O